N-{[4-(furan-2-yl)phenyl]methyl}-6-methyl-1-(2-methylpropanoyl)-4-{[2-(pyrrolidin-1-yl)phenyl]methyl}piperazine-2-carboxamide O1C(=CC=C1)C1=CC=C(C=C1)CNC(=O)C1N(C(CN(C1)CC1=C(C=CC=C1)N1CCCC1)C)C(C(C)C)=O